C(C)(C)(C)N1C(C[C@H](C1)CN1N=C2N=C(C=CC2=C1)C1=C(C=C(C=C1C)C(F)(F)F)O)=O (R)-1-(tert-butyl)-4-((6-(2-hydroxy-6-methyl-4-(trifluoromethyl)phenyl)-2H-pyrazolo[3,4-b]pyridin-2-yl)methyl)pyrrolidin-2-one